tert-Butyl 4-((3-(3-((N-ethyl-N-methylsulfamoyl)amino)-2,6-difluorobenzoyl)-1H-pyrrolo[2,3-b]pyridin-5-yl)ethynyl)benzoate C(C)N(S(=O)(=O)NC=1C(=C(C(=O)C2=CNC3=NC=C(C=C32)C#CC3=CC=C(C(=O)OC(C)(C)C)C=C3)C(=CC1)F)F)C